ClC=1C(=C(C=CC1)S(=O)(=O)N1C[C@@H]([C@@](C1)(CO)O)OC1=CC(=C(C#N)C=C1)F)C#N 4-(((3S,4R)-1-((3-chloro-2-cyanophenyl)sulfonyl)-4-hydroxy-4-(hydroxymethyl)pyrrolidin-3-yl)oxy)-2-fluorobenzonitrile